2-ETHOXY-4-TRIFLUOROMETHYLPHENYLBORONIC ACID C(C)OC1=C(C=CC(=C1)C(F)(F)F)B(O)O